N[C@]1([C@@H](CC[C@H](C1)CCB(O)O)CNC([C@H](C(C)(C)O)N)=O)C(=O)O (1R,2S,5R)-1-amino-2-(((S)-2-amino-3-hydroxy-3-methylbutanamido)methyl)-5-(2-boronoethyl)cyclohexane-1-carboxylic acid